methyl 2-bromo-4-chloro-1,3-benzothiazole-6-carboxylate BrC=1SC2=C(N1)C(=CC(=C2)C(=O)OC)Cl